ClC1=CC=C(C(=N1)C1=NN(C=N1)C)NC(C)C=1C=2C3=C(N(C(C2C=C(C1)C)=O)CC)N(N=C3)C=3C=NC=CC3 9-[1-[[6-chloro-2-(1-methyl-1,2,4-triazol-3-yl)-3-pyridyl]amino]ethyl]-4-ethyl-7-methyl-3-(3-pyridyl)pyrazolo[3,4-c]isoquinolin-5-one